methyl (S)-1-(azetidin-2-ylmethyl)-2-(4-(6-((4-cyano-2-fluorobenzyl) oxy) pyridin-2-yl)-2-fluorobenzyl)-1H-benzo[d]imidazole-6-carboxylate N1[C@@H](CC1)CN1C(=NC2=C1C=C(C=C2)C(=O)OC)CC2=C(C=C(C=C2)C2=NC(=CC=C2)OCC2=C(C=C(C=C2)C#N)F)F